COC1=CC=C(C2=C1OC=C2)OCC(=O)OCC ethyl (7-methoxybenzo[b]furan-4-yloxy)acetate